(2,3-dichlorophenyl)-2,5-dimethylpyrimidin-4(3H)-one ClC1=C(C=CC=C1Cl)N1C(=NC=C(C1=O)C)C